FC1=CC=C(CNCC2CN(C2)C(C)C)C=C1 N-(4-fluorobenzyl)-1-(1-isopropylazetidin-3-yl)methylamine